N-(4-((2-methoxy-4-(pyrrolidine-1-carbonyl)phenyl)amino)-2-methyl-3-oxo-2,3-dihydro-1H-pyrazolo[3,4-b]pyridin-6-yl)cyclopropanecarboxamide COC1=C(C=CC(=C1)C(=O)N1CCCC1)NC1=C2C(=NC(=C1)NC(=O)C1CC1)NN(C2=O)C